[4-(1-hydroxycyclopropyl)pyrazol-1-yl]-N-(1-methylindazol-7-yl)-N-{[2-(trimethylsilyl)ethoxy]methyl}pyridine-3-sulfonamide OC1(CC1)C=1C=NN(C1)C1=NC=CC=C1S(=O)(=O)N(COCC[Si](C)(C)C)C=1C=CC=C2C=NN(C12)C